ClC=1C=C(C(=O)O)C=C(C1OCC1=CC=CC=C1)Cl 3,5-dichloro-4-phenylmethoxybenzoic acid